[C@H](C)(CC)[C@@H]1N(CC2=C(NC1=O)C=C(C=C2)F)C(=O)N[C@@H]2CN(CC2)C (S)-3-((S)-sec-butyl)-8-fluoro-N-((S)-1-methylpyrrolidin-3-yl)-2-oxo-1,2,3,5-tetrahydro-4H-benzo[e][1,4]diazepine-4-carboxamide